Sodium Tetrafluorooxalate Phosphate P(=O)([O-])(O)O.C(C(=O)O)(=O)F.C(C(=O)O)(=O)F.C(C(=O)O)(=O)F.C(C(=O)O)(=O)F.[Na+]